ClC1=C(C=C(C=C1)N1N=C(C2=NC(=CC=C21)C(=O)N2C(C(NCC2)=O)(C)C)C2CCOCC2)F 4-(1-(4-chloro-3-fluorophenyl)-3-(tetrahydro-2H-pyran-4-yl)-1H-pyrazolo[4,3-b]pyridine-5-carbonyl)-3,3-dimethylpiperazin-2-one